BrCC=1C(=CC(=NC1)OC)I 5-(bromomethyl)-4-iodo-2-methoxypyridine